3-(dansyl-amino)methoxyphenylboronic acid S(=O)(=O)(C1=CC=CC=2C(N(C)C)=CC=CC12)NCOC=1C=C(C=CC1)B(O)O